2-chloro-N-(1-(quinolin-5-yl)-1H-imidazol-4-yl)pyrrolo[2,1-f][1,2,4]triazin-4-amine ClC1=NN2C(C(=N1)NC=1N=CN(C1)C1=C3C=CC=NC3=CC=C1)=CC=C2